C(C)(=O)OC(C(=O)Cl)(C)C 1-chloro-2-methyl-1-oxo-2-propyl acetate